6'-Cyclopropyl-N4-{[1-(methoxymethyl)cyclohexyl]methyl}-N4-methyl-5-nitro-5'-(trifluoromethyl)[2,3'-bipyridin]-4,6-diamine C1(CC1)C1=C(C=C(C=N1)C1=NC(=C(C(=C1)N(C)CC1(CCCCC1)COC)[N+](=O)[O-])N)C(F)(F)F